FC1CN(CCC1)CC1=CC=C(C=C1)C1=CC=C(C=C1)CC1=CC=C(C=C1)N1N=C(N=C1C)C(=O)N 1-(4-((4'-((3-fluoropiperidin-1-yl)methyl)-[1,1'-biphenyl]-4-yl)methyl)phenyl)-5-methyl-1H-1,2,4-triazole-3-carboxamide